1-(4-methoxyphenyl)-3-[1-(4-methoxyphenyl)-5-(3-methyl-4-phenoxyphenyl)-4-(methylsulfanyl)-6-oxo-1,2,5,6-tetrahydro-1,3,5-triazin-2-ylidene]urea COC1=CC=C(C=C1)NC(=O)N=C1N(C(N(C(=N1)SC)C1=CC(=C(C=C1)OC1=CC=CC=C1)C)=O)C1=CC=C(C=C1)OC